(9Z,27Z)-19-hydroxyhexatriaconta-9,27-dien-18-one OC(C(CCCCCCC\C=C/CCCCCCCC)=O)CCCCCCC\C=C/CCCCCCCC